2-Methyl-2-[4-[(E)-3-(4-methylsulfanylphenyl)-3-oxoprop-1-enyl]-2-(trifluoromethyl)phenoxy]propanoic acid CC(C(=O)O)(C)OC1=C(C=C(C=C1)\C=C\C(=O)C1=CC=C(C=C1)SC)C(F)(F)F